4-(difluoromethyl)-13-(2,6-difluorophenyl)-11-methyl-7-thia-9,12-diazatricyclo[6.5.0.02,6]trideca-1(8),2(6),12-triene-10-thione FC(C1CC=2C=3C(=NC(C(NC3SC2C1)=S)C)C1=C(C=CC=C1F)F)F